ClC1=C(C=CC(=C1)I)NC1=C(C(=O)O)C=CC(=C1F)F 2-((2-chloro-4-iodophenyl)amino)-3,4-difluorobenzoic acid